benzyl (3S,5R)-3-methyl-5-((5-(2-methylpyrimidin-4-yl)-1-((2-(trimethylsilyl) ethoxy)methyl)-1H-pyrrolo[2,3-b]pyridin-4-yl)amino)piperidine-1-carboxylate C[C@@H]1CN(C[C@@H](C1)NC1=C2C(=NC=C1C1=NC(=NC=C1)C)N(C=C2)COCC[Si](C)(C)C)C(=O)OCC2=CC=CC=C2